6-[(Cyclopropylmethoxy)carbonyl]-2-oxo-1,2,5,6,7,8-hexahydro-1,6-naphthyridine-3-carboxylic acid C1(CC1)COC(=O)N1CC=2C=C(C(NC2CC1)=O)C(=O)O